N1=[C+]C=CC=C1 pyridin-2-ylium